FC([C@H]1CN(CC1)C1=CC=C(C=N1)C1CNC1)(F)F 3-[6-[(3R)-3-(trifluoromethyl)pyrrolidin-1-yl]-3-pyridyl]azetidin